5-chloro-2-fluoro-N-(4-(3-methyl-4-((2-(methylamino)ethyl)amino)-1H-pyrazolo[3,4-d]pyrimidin-6-yl)phenyl)benzenesulfonamide ClC=1C=CC(=C(C1)S(=O)(=O)NC1=CC=C(C=C1)C1=NC(=C2C(=N1)NN=C2C)NCCNC)F